OCC1=CC=C(C=C1)NC(=O)NC1=CC(=CC=C1)C 1-(4-(hydroxymethyl)phenyl)-3-(3-methylphenyl)urea